(methacryloyloxy)methyltriethoxysilane C(C(=C)C)(=O)OC[Si](OCC)(OCC)OCC